The molecule is a carotenol that is 7,8-dihydro-beta,beta-carotene carrying two hydroxy substituents at positions 3 and 3'. It has a role as a marine metabolite. It is a carotenol and a diol. CC1=C(C(C[C@@H](C1)O)(C)C)CC/C(=C/C=C/C(=C/C=C/C=C(\\C)/C=C/C=C(\\C)/C=C/C2=C(C[C@H](CC2(C)C)O)C)/C)/C